methyl 6-cyclopropylimidazo[1,2-a]pyrimidine-2-carboxylate C1(CC1)C=1C=NC=2N(C1)C=C(N2)C(=O)OC